1,4-Dibromobutan BrCCCCBr